OC=1C(OC(C1O)C1OC2(OC1)CCC(CC2)C2=CC=CC=C2)=O 3,4-dihydroxy-5-(8-phenyl-1,4-dioxaspiro[4.5]decan-2-yl)furan-2(5H)-one